BrC1=CC(=C(CN2C(C(N(CC2)C2CCCC2)=O)=O)C=C1)F 1-(4-bromo-2-fluorobenzyl)-4-cyclopentylpiperazine-2,3-dione